(S)-4-((2-methoxyethyl)(4-(3-methyl-5,6,7,8-tetrahydro-1,8-naphthyridin-2-yl)butyl)amino)-2-((2-methylthieno[2,3-d]pyrimidin-4-yl)amino)butanoic acid COCCN(CC[C@@H](C(=O)O)NC=1C2=C(N=C(N1)C)SC=C2)CCCCC2=NC=1NCCCC1C=C2C